[Ti+4].FC1=CC=C(C=C1)C1=CN=C2SC(=NN21)C2=CC=C(C=C2)C(=O)N2CCN(CC2)C (4-(5-(4-fluorophenyl)imidazo[2,1-b][1,3,4]thiadiazol-2-yl)phenyl)(4-methylpiperazin-1-yl)methanone Titanium(IV)